COC=1C=C(C=NC1OC)CN1C[C@@H](NCC1)C1=C(C=CC=C1)OC(C)C (3S)-1-[(5,6-dimethoxypyridin-3-yl)methyl]-3-(2-isopropoxyphenyl)piperazine